N-[(1-benzyl-4-hydroxy-4-methyl-3-piperidinyl)methyl]methanesulfonamide C(C1=CC=CC=C1)N1CC(C(CC1)(C)O)CNS(=O)(=O)C